tri-methylammonium C[NH+](C)C